CC=1C=C(C=C(C1N1CCN(CC1)C)C)C=1C=C2C(=NC1)NC=C2C#CC2(CCC2)CO (1-((5-(3,5-Dimethyl-4-(4-methylpiperazin-1-yl)phenyl)-1H-pyrrolo[2,3-b]pyridin-3-yl)ethynyl)cyclobutyl)methanol